FC1(CCN(CC1)C1=NC(=CC(=C1)C=1N=NN(C1)C1=C(C=C(C=C1)NS(=O)(=O)CCO)N1CCC2(CC2)CC1)C)F N-(4-(4-(2-(4,4-difluoropiperidin-1-yl)-6-methylpyridin-4-yl)-1H-1,2,3-triazol-1-yl)-3-(6-azaspiro[2.5]octan-6-yl)phenyl)-2-hydroxyethane-1-sulfonamide